N1CC(C1)N1N=NC(=C1)C=1C2=C(N=C(N1)N1[C@H]([C@@H](C1)O)C)C(CC2)(F)F (2S,3R)-1-[4-[1-(azetidin-3-yl)triazol-4-yl]-7,7-difluoro-5,6-dihydrocyclopenta[d]pyrimidin-2-yl]-2-methyl-azetidin-3-ol